N-(5-((2-(7-azaspiro[3.5]nonan-7-yl)ethyl)carbamoyl)-3-methylthiophen-2-yl)-2-(1-methyl-1H-pyrazol-4-yl)pyrazolo[5,1-b]thiazole-7-carboxamide C1CCC12CCN(CC2)CCNC(=O)C2=CC(=C(S2)NC(=O)C=2C=NN1C2SC(=C1)C=1C=NN(C1)C)C